C1(CC1)[C@@H](C)C1=C(N)C(=CC=C1)[C@H](C)C1CC1 2,6-bis((R)-1-cyclopropylethyl)aniline